[Cl-].CCOCCOCCNC(=[NH2+])N 2-(2-ethoxy)ethoxyethyl-guanidinium chloride